FC(C(C)NS(=O)(=O)C1=CC=CC=C1)(F)F N-(1,1,1-trifluoropropan-2-yl)benzenesulfonamide